CC=1SC(=C(N1)C)CON1C(C2=CC=CC=C2C1=O)=O 2-[(2,4-dimethylthiazol-5-yl)methoxy]isoindoline-1,3-dione